3-aminophenyl-valeric acid NC=1C=C(C=CC1)C(C(=O)O)CCC